C1(CC1)N1N=C(C(=C1)OC1=NC2=CC(=CC=C2C=C1)N1CC2=NN(C=C2C1)CC(F)(F)F)C1CCOCC1 ((1-cyclopropyl-3-(tetrahydro-2H-pyran-4-yl)-1H-pyrazol-4-yl)oxy)-7-(2-(2,2,2-trifluoroethyl)-2,6-dihydropyrrolo[3,4-c]pyrazol-5(4H)-yl)quinoline